NC1=NC=CC=C1C=1C=C(C[C@]2(C[C@H](CC2)NS(=O)(=O)C)C=2OC=C(N2)CCl)C=CC1 N-((1S,3R)-3-(3-(2-aminopyridin-3-yl)benzyl)-3-(4-(chloromethyl)oxazol-2-yl)cyclopentyl)methanesulfonamide